4-(2,4-dimethoxy-benzoylsulfamoyl)-N-methyl-benzamide COC1=C(C(=O)NS(=O)(=O)C2=CC=C(C(=O)NC)C=C2)C=CC(=C1)OC